6-chloro-3-(1-hydroxypropan-2-yl)-8-(1H-imidazol-1-yl)pyrido[3,4-d]pyrimidin-4(3H)-one ClC1=CC2=C(N=CN(C2=O)C(CO)C)C(=N1)N1C=NC=C1